1-[4-nitro-3-[(E)-[1-(2,2,3,3,3-pentafluoropropyl)pyrazolo[3,4-c]pyridin-5-yl]iminomethyl]phenyl]cyclopropanecarbonitrile [N+](=O)([O-])C1=C(C=C(C=C1)C1(CC1)C#N)/C=N/C=1C=C2C(=CN1)N(N=C2)CC(C(F)(F)F)(F)F